CITRONELLYLACETATE C(CC(C)CCC=C(C)C)CC(=O)[O-]